CC1(CN(CC1)CCNC(=O)C=1C=CC(=C(C1)NC(=O)C=1C=C2C(=NC1)NC(=C2)C=2C=NN(C2)CCOC)F)C N-(5-((2-(3,3-dimethylpyrrolidin-1-yl)ethyl)carbamoyl)-2-fluorophenyl)-2-(1-(2-methoxyethyl)-1H-pyrazol-4-yl)-1H-pyrrolo[2,3-b]pyridine-5-carboxamide